CC1CC2(N(C(C1)C2)C(NC2=NC=C(C(=C2)C2=NN1C(C=N2)=CC=C1)C(F)(F)F)=O)C(=O)O cis-3-methyl-6-((4-(pyrrolo[2,1-f][1,2,4]triazin-2-yl)-5-(trifluoromethyl)pyridin-2-yl)carbamoyl)-6-azabicyclo[3.1.1]heptane-1-carboxylic acid